IC=1C=C(CNC2=C3N=CN(C3=NC=N2)C[C@H](CO)O)C=CC1 R-N6-(3-iodobenzyl)-9-(2,3-dihydroxypropyl)adenine